7-methyl-6-(1-((1-methyl-1H-1,2,3-triazol-4-yl)sulfonyl)piperidin-4-yl)-[1,2,4]triazolo[1,5-b]pyridazine CC1=CC=2N(N=C1C1CCN(CC1)S(=O)(=O)C=1N=NN(C1)C)N=CN2